ClC1=CC(=NC2=CC=C(C=C12)C(F)(F)F)C(F)(F)F 4-chloro-2,6-bis(trifluoromethyl)quinoline